3-(((tert-butoxycarbonyl)amino)methyl)bicyclo[1.1.1]pentane-1-carboxylic acid C(C)(C)(C)OC(=O)NCC12CC(C1)(C2)C(=O)O